(+/-)-isopropyl (1S,3S)-3-((5-bromo-3-chloropyrazin-2-yl)oxy)cyclohexane-1-carboxylate BrC=1N=C(C(=NC1)O[C@@H]1C[C@H](CCC1)C(=O)OC(C)C)Cl |r|